2-HYDROXYPENTANOIC ACID OC(C(=O)O)CCC